[Na+].IC1=CC=C(C=C1)N1[NH2+]C(=NN1C1=CC=C(C=C1)[N+](=O)[O-])C1=C(C=C(C=C1)S(=O)(=O)O)S(=O)(=O)O 2-(4-Iodophenyl)-3-(4-nitrophenyl)-5-(2,4-disulphophenyl)-2H-tetrazolium, monosodium salt